C1=C(C=CC2=CC=CC=C12)C1=C(C=CC=C1)F 2-(2-naphthalenyl)fluorobenzene